C1(=CC=CC=C1)N=NC(C1=CC=CC=C1)(C1=CC=CC=C1)C1=CC=CC=C1 phenyl-azo-triphenylmethane